2-chloro-N-(1-(2,2-difluorobenzo[d][1,3]dioxol-5-yl)-1H-imidazol-4-yl)pyrrolo[2,1-f][1,2,4]triazin-4-amine ClC1=NN2C(C(=N1)NC=1N=CN(C1)C1=CC3=C(OC(O3)(F)F)C=C1)=CC=C2